((1S,9S)-9-Ethyl-5-fluoro-9-hydroxy-4-methyl-10,13-dioxo-2,3,9,10,13,15-hexahydro-1H,12H-benzo[de]pyrano[3',4':6,7]indolizino[1,2-b]quinolin-1-yl)-3-hydroxypropionamide C(C)[C@]1(C(OCC=2C(N3CC=4C(=NC=5C=C(C(=C6C5C4[C@@H](CC6)C(C(=O)N)CO)C)F)C3=CC21)=O)=O)O